OC1=CC2=C(N(C(N2C)=O)C2N(CCCC2)CC2=CC=C(C=C2)OC)C=C1 (5-hydroxy-3-methyl-2-oxo-benzimidazol-1-yl)-1-[(4-methoxyphenyl)methyl]piperidine